4-(3-aminoazetidin-1-yl)phenol NC1CN(C1)C1=CC=C(C=C1)O